2-[3-[4-[1-(oxetan-3-yl)indazol-6-yl]oxy-2-(trifluoromethyl)phenoxy]phenyl]acetic acid O1CC(C1)N1N=CC2=CC=C(C=C12)OC1=CC(=C(OC=2C=C(C=CC2)CC(=O)O)C=C1)C(F)(F)F